OCC(CC=C)N(C(OC(C)(C)C)=O)CC=C tert-butyl [1-(hydroxymethyl)but-3-en-1-yl]prop-2-en-1-ylcarbamate